N-(2,2,2-TRIFLUOROETHYL)PYRROLIDINE-1-CARBOXAMIDE FC(CNC(=O)N1CCCC1)(F)F